3-[4-(3-methoxy-3-methyl-butoxy)-2-[4-(trifluoromethyl)anilino]-3-pyridyl]-4H-1,2,4-oxadiazol-5-one COC(CCOC1=C(C(=NC=C1)NC1=CC=C(C=C1)C(F)(F)F)C1=NOC(N1)=O)(C)C